ethyl (Z)-2-(4,6-dichloropyridin-2-yl)-3-(hydroxyamino)acrylate ClC1=CC(=NC(=C1)Cl)/C(/C(=O)OCC)=C/NO